C(CCCCCCCCCCCCCCC)(=O)O.OC(=O)CCCCCCCCC Capric Acid palmitate